C(#N)C1=CC=C(C(=N1)C)[C@@H](C=1N=NN(C1)C1(CC1)C(F)(F)F)NC=1C=C2C(=C(C=NC2=C(C1)C#N)C#N)NCC(C)(C)C (S)-6-(((6-cyano-2-methylpyridin-3-yl)(1-(1-(trifluoromethyl)cyclopropyl)-1H-1,2,3-triazol-4-yl)methyl)amino)-4-(neopentylamino)quinoline-3,8-dicarbonitrile